FC1=CC=C(C=C1)C1=NC=2C(=NC=C(N2)C(=O)N2C[C@H]3C([C@H]3C2)COC2=NC(=CC=C2)C(F)(F)F)N1C (2-(4-Fluorophenyl)-1-methyl-1H-imidazo[4,5-b]pyrazin-5-yl)((1R,5S,6r)-6-(((6-(trifluoromethyl)pyridin-2-yl)oxy)methyl)-3-azabicyclo[3.1.0]hexan-3-yl)methanone